2,4,6-tri(4-pyridinyl)-1,3,5-triazine N1=CC=C(C=C1)C1=NC(=NC(=N1)C1=CC=NC=C1)C1=CC=NC=C1